ClC1=CC=C(C=C1)/N=C/1\C2=C(N=C3N1CCCC3)OC(=C2)C2=CC=C(C=C2)F (E)-N-(4-chlorophenyl)-2-(4-fluorophenyl)-6,7,8,9-tetrahydro-4H-furo[2,3-d]pyrido[1,2-a]pyrimidine-4-imine